O-{[3-(6,7-dihydroxy-1-methyl-4-oxo-1,4-dihydroquinolin-3-yl)-6,7-dihydroxy-4-oxo-4H-chromen-5-yl]carbonyl}-L-homoserine OC=1C=C2C(C(=CN(C2=CC1O)C)C1=COC2=CC(=C(C(=C2C1=O)C(=O)OCC[C@H](N)C(=O)O)O)O)=O